O=C1NC(CCC1N1C(C2=CC=C(C=C2C1)CNC(CC1CC(C1)N1CCC(CC1)N1N=CC(=C1)C1=NC2=CC=CC=C2N=C1)=O)=O)=O N-((2-(2,6-dioxopiperidin-3-yl)-1-oxoisoindolin-5-yl)methyl)-2-(3-(4-(4-(quinoxalin-2-yl)-1H-pyrazol-1-yl)piperidin-1-yl)cyclobutyl)acetamide